O=C1C(=C(C=NN1)N[C@H](CONC(=O)NC1CCN(CC1)C1=NC=C(C=N1)C(F)(F)F)C)C(F)(F)F (S)-1-(2-((6-oxo-5-(trifluoromethyl)-1,6-dihydropyridazin-4-yl)amino)propoxy)-3-(1-(5-(trifluoromethyl)pyrimidin-2-yl)piperidin-4-yl)urea